Cl.Cl.N[C@@H]1CN(C[C@@H](C1)C)C1=C2C(=NC=C1NC(=O)C=1C(=C(C(=CC1)F)C1=C(C=C(C=C1F)OC)F)F)CCC2 N-(4-((3S,5R)-3-amino-5-methylpiperidin-1-yl)-6,7-dihydro-5H-cyclopenta[b]pyridin-3-yl)-2,2',6,6'-tetrafluoro-4'-methoxy-[1,1'-biphenyl]-3-carboxamide dihydrochloride